7-[(2,6-dimethyl-4-triisopropylsilyloxy-phenyl)-hydroxy-methyl]-4H-1,4-benzoxazin-3-one CC1=C(C(=CC(=C1)O[Si](C(C)C)(C(C)C)C(C)C)C)C(C1=CC2=C(NC(CO2)=O)C=C1)O